methyl (2S)-2-[[3-[2-bromo-4-fluoro-5-[3-methyl-2,6-dioxo-4-(trifluoromethyl)pyrimidin-1-yl]phenoxy]-2-pyridyl]oxy]-2-methoxy-acetate BrC1=C(OC=2C(=NC=CC2)O[C@@H](C(=O)OC)OC)C=C(C(=C1)F)N1C(N(C(=CC1=O)C(F)(F)F)C)=O